COC(=O)C=1SC(=CC1OCC1CCN(CC1)C(=O)OC(C)(C)C)C tert-Butyl 4-(((2-(methoxycarbonyl)-5-methylthiophen-3-yl)oxy)methyl)piperidine-1-carboxylate